methylenebis(oleamide) C(CCCCCCCC\C=C/CCCCCCCC(=O)N)CCCCCCCC\C=C/CCCCCCCC(=O)N